(5aR,5bS,7aS,10aS,10bR,E)-8-hydrazineylidene-5a,7a-dimethyl-N-phenyl-5,5a,5b,6,7,7a,8,9,10,10a,10b,11-dodecahydro-4H-cyclopenta[7,8]phenanthro[2,1-d]thiazol-2-amine N(/N)=C\1/CC[C@@H]2[C@@]1(CC[C@@H]1[C@]3(CCC=4N=C(SC4C3=CC[C@@H]21)NC2=CC=CC=C2)C)C